silylfluorobenzene [SiH3]C1=C(C=CC=C1)F